dl-para-nitrophenyl phosphate P(=O)(OC1=CC=C(C=C1)[N+](=O)[O-])([O-])[O-]